C(CC)C12C=CC(C=C1)C2 1-Propyl-2,5-Norbornadien